ethyl 4-(2-fluoro-3-methoxyphenyl)-3-phenyl-1H-pyrrole-2-carboxylate FC1=C(C=CC=C1OC)C=1C(=C(NC1)C(=O)OCC)C1=CC=CC=C1